C(C)(=O)OC1=CCOC=C1 pyran-4-yl acetate